1'-(2-{[6-acetyl-5-(trifluoro-methyl)pyridin-3-yl]oxy}ethyl)-5-chloro-1,2-dihydrospiro[indole-3,4'-piperidin]-2-one C(C)(=O)C1=C(C=C(C=N1)OCCN1CCC2(CC1)C(NC1=CC=C(C=C12)Cl)=O)C(F)(F)F